3-(4-azidophenyl)-2-propenal N(=[N+]=[N-])C1=CC=C(C=C1)C=CC=O